FC=1C(=C(C2=C(CN3[C@@H](CO2)CNCC3)C1)F)C1=C(C=CC=C1F)CO {2-[(12aR)-8,10-Difluoro-1,2,3,4,12,12a-hexahydro-6H-pyrazino[2,1-c][1,4]benzoxazepin-9-yl]-3-fluorophenyl}methanol